CC1=CC=C(C(=N1)C(=O)O)N1N=CC(=C1)C 6-methyl-3-(4-methyl-1H-pyrazol-1-yl)pyridine-2-carboxylic acid